(S)-1-(6-chloropyrazin-2-yl)-7'-(3,5-difluorophenyl)dihydro-1'H,3'H,5'H-spiro[piperidine-4,2'-pyrazolo[1,2-a]pyrazol]-1'-one ClC1=CN=CC(=N1)N1CCC2(CN3N([C@@H](CC3)C3=CC(=CC(=C3)F)F)C2=O)CC1